(3-Chloro-2-fluoro-6-methoxyphenyl)-N-(6-(2-methoxyethoxy)benzo[d]thiazol-2-yl)-6-methylnicotinamide ClC=1C(=C(C(=CC1)OC)C1=C(C(=O)NC=2SC3=C(N2)C=CC(=C3)OCCOC)C=CC(=N1)C)F